tert-butyl 6-bromo-2,3-dihydro-4H-benzo[b][1,4]oxazine-4-carboxylate BrC1=CC2=C(OCCN2C(=O)OC(C)(C)C)C=C1